N-lauroyl-N'-hydroxyethylethylenediamine propionate C(CC)(=O)O.C(CCCCCCCCCCC)(=O)NCCNCCO